BrC1=CC2=C(N=C(O2)C=2C(=C(C=CC2)C2=CC=CC=C2)C)C=C1 6-bromo-2-(2-methylbiphenyl-3-yl)-1,3-benzoxazole